CCCCCCCC(CC(=O)OC(CCC(=O)[O-])[N+](C)(C)C)O 3-Hydroxydecanoylcarnitine